ClC1=CC=C2C(=N1)N(N=C2N2CC(C2)C(C)(C)O)C(C)C 2-(1-(6-chloro-1-isopropyl-1H-pyrazolo[3,4-b]pyridin-3-yl)azetidin-3-yl)propan-2-ol